N-((4R,5S,7R,8R,9S,10R)-8,10-dihydroxy-7-(hydroxymethyl)-9-(4-(3,4,5-trifluorophenyl)-1H-1,2,3-triazol-1-yl)-1,6-dioxaspiro[4.5]dec-4-yl)-2-(3-methoxyphenyl)acetamide O[C@H]1[C@H](O[C@@]2([C@@H](CCO2)NC(CC2=CC(=CC=C2)OC)=O)[C@@H]([C@H]1N1N=NC(=C1)C1=CC(=C(C(=C1)F)F)F)O)CO